ClC=1C=C(C=CC1)[C@@H]1[C@H](C1)C(=O)NC1=NC=NC(=C1)NCC=1N=C2N(C=C(C=C2N2C(NC(C2)=O)=O)C2CC2)C1 (1S,2S)-2-(3-chlorophenyl)-N-(6-(((6-cyclopropyl-8-(2,4-dioxoimidazolidin-1-yl)imidazo[1,2-a]pyridin-2-yl)methyl)amino)pyrimidin-4-yl)cyclopropane-1-carboxamide